3-methyl-3,4-dihydropyridine-1(2H)-carboxylate CC1CN(C=CC1)C(=O)[O-]